FC1=CC=C(C=C1)[C@H]1[C@@H](C1)NCCC[C@@H](C(N1CC(NCC1)=O)=O)NC(C1=CC=C(C=C1)N1C=NN=C1)=O N-[(2S)-5-[[(1R,2S)-2-(4-fluorophenyl)cyclopropyl]amino]-1-oxo-1-(3-oxopiperazin-1-yl)pentan-2-yl]-4-(4H-1,2,4-triazol-4-yl)benzamide